N,N-dimethyl-N,N-di(3,3-dimethylbutyl)ammonium C[N+](CCC(C)(C)C)(CCC(C)(C)C)C